Cl.NCC#CC=1C=C(C=CC1)NC1C(NC(CC1)=O)=O 3-((3-(3-Aminoprop-1-yn-1-yl)phenyl)amino)piperidine-2,6-dione, hydrochloride salt